NC(C)C1=C(NC2=C(C=CC=C2C1=O)Cl)C1=CC=CC=C1 3-(1-aminoethyl)-8-chloro-2-phenylquinolin-4(1H)-one